OC1=CC=C(C=C1)C1=CC=C(C=C1)NC(=O)[C@@H]1N(CCC1)C(=O)NC1=CC=C(C=C1)C(C)C (2R)-N2-(4'-hydroxy[1,1'-biphenyl]-4-yl)-N1-[4-(propan-2-yl)phenyl]pyrrolidine-1,2-dicarboxamide